2,4,6-TRIFLUORO-N-[6-(1-METHYL-PIPERIDINE-4-CARBONYL)-PYRIDIN-2-YL]-BENZAMIDE HEMISUCCINATE C(CCC(=O)O)(=O)O.FC1=C(C(=O)NC2=NC(=CC=C2)C(=O)C2CCN(CC2)C)C(=CC(=C1)F)F.FC1=C(C(=O)NC2=NC(=CC=C2)C(=O)C2CCN(CC2)C)C(=CC(=C1)F)F